9,9-Dimethyl-6-(p-toluenesulfonyl)-7,8-dihydropyrazolo[1,5-a][1,5]naphthyridin-2-ol CC1(CCN(C=2C=CC=3N(C12)N=C(C3)O)S(=O)(=O)C3=CC=C(C)C=C3)C